C(CCC)[Sn](C1=CC2=C(S1)C=CS2)(CCCC)CCCC tributyl-thieno[3,2-b]Thiophene-2-yl-stannane